4-((2,5-dimethyl-4,5-dihydro-[1,2,4]triazolo[1,5-a]quinoxalin-6-yl)amino)-6-((5-fluoropyridin-2-yl)amino)-N-(methyl-d3)nicotinamide CC1=NN2C(CN(C3=C(C=CC=C23)NC2=CC(=NC=C2C(=O)NC([2H])([2H])[2H])NC2=NC=C(C=C2)F)C)=N1